N1-trityl-N2-(2-(tritylamino)ethyl)ethane-1,2-diamine C(C1=CC=CC=C1)(C1=CC=CC=C1)(C1=CC=CC=C1)NCCNCCNC(C1=CC=CC=C1)(C1=CC=CC=C1)C1=CC=CC=C1